FC=1C=C(C=CC1F)C1=CN=C(O1)NC=1C=CC(=NC1)C(=O)NC[C@H](CO)O (R)-5-((5-(3,4-difluorophenyl)oxazol-2-yl)amino)-N-(2,3-dihydroxypropyl)picolinamide